3-(5-((4-(piperidin-1-ylmethyl)benzyl)amino)benzofuran-3-yl)piperidine-2,6-dione N1(CCCCC1)CC1=CC=C(CNC=2C=CC3=C(C(=CO3)C3C(NC(CC3)=O)=O)C2)C=C1